Bismuth methylhexanate COC(CCCCC)=O.[Bi]